(thiophen-2-yl)copper S1C(=CC=C1)[Cu]